2-((S)-2,2-dimethylcyclopropanecarbonyl)-6-(5-(trifluoromethyl)benzo[d]thiazol-7-yl)-2,6-diazaspiro[3.4]octane-8-carboxamide CC1([C@H](C1)C(=O)N1CC2(C1)CN(CC2C(=O)N)C2=CC(=CC=1N=CSC12)C(F)(F)F)C